Tetramethyl-Biphenyl CC=1C(=C(C(=C(C1)C1=CC=CC=C1)C)C)C